ethyl-N6-(tert-butoxycarbonyl)-L-lysine C(C)N[C@@H](CCCCNC(=O)OC(C)(C)C)C(=O)O